8-nonene CCCCCCCC=C